2-((2-(2-((tert-butoxycarbonyl)amino)ethyl)-4-fluorophenyl)amino)-5-(trifluoro-methyl)-benzoic acid methyl ester COC(C1=C(C=CC(=C1)C(F)(F)F)NC1=C(C=C(C=C1)F)CCNC(=O)OC(C)(C)C)=O